NC1=NC(=NC=C1)C=1C=NN(C1OCC[C@H](C)NC1=C(C=NC(=C1)Cl)C1=NC=CC=C1OCC(F)F)C (S)-N-(4-((4-(4-Aminopyrimidin-2-yl)-1-methyl-1H-pyrazol-5-yl)oxy)butan-2-yl)-6'-chloro-3-(2,2-difluoroethoxy)-[2,3'-bipyridin]-4'-amine